3-(1-hydroxy-4,4-dimethylcyclohexyl)acrolein OC1(CCC(CC1)(C)C)C=CC=O